C(C)OC(=O)C1(CC1)C1=NC=C(N=C1)Cl (5-Chloropyrazin-2-yl)cyclopropane-1-carboxylic acid ethyl ester